C[N+](C=1C(=C(C=CC1)O)C)(C)[O-] N,N-dimethyl-o-cresolamine oxide